N(CCO)CCO.C(CCCCCCCCCCC)N[C@@H](C)C(=O)O lauryl-alanine diethanolamine salt